CNC=1N=CC(=NC1)C#CC=CC=1SC2=C(N1)C=CC=C2 2-(4-(5-(methylamino)pyrazin-2-yl)but-1-en-3-yn-1-yl)benzo[d]thiazole